C(#N)C1=CN(C2=CC=C(C=C12)NC(=O)C=1N=CNC(C1)=O)CC1=CC=C(C=C1)C(C)(C)C N-[3-cyano-1-(4-tert-butylbenzyl)-1H-indol-5-yl]-6-oxo-1,6-dihydropyrimidine-4-carboxamide